8-(2-chlorophenyl)quinazolin ClC1=C(C=CC=C1)C=1C=CC=C2C=NC=NC12